CCC(CCC(CCCCC)O)O undecane-3,6-diol